BrC1=C(C=C(C=C1)C1=CC(=CC(=C1)F)OC(F)F)N 4-bromo-3'-(difluoromethoxy)-5'-fluorobiphenyl-3-amine